tert-butyl (3-(5-formyl-3-(4-(trifluoromethoxy)phenyl)-1H-indol-1-yl)propyl)carbamate C(=O)C=1C=C2C(=CN(C2=CC1)CCCNC(OC(C)(C)C)=O)C1=CC=C(C=C1)OC(F)(F)F